2,4-dioxo-1,2,3,4-tetrahydropyrimidine O=C1NC=CC(N1)=O